3-(4-((5-(4-(8-(7-Acetyl-3-(tetrahydro-2H-pyran-4-yl)-5,6,7,8-tetrahydroimidazo[1,5-a]pyrazin-1-yl)isoquinolin-3-yl)phenoxy)pentyl)oxy)-1-oxoisoindolin-2-yl)piperidine-2,6-dione C(C)(=O)N1CC=2N(CC1)C(=NC2C=2C=CC=C1C=C(N=CC21)C2=CC=C(OCCCCCOC1=C3CN(C(C3=CC=C1)=O)C1C(NC(CC1)=O)=O)C=C2)C2CCOCC2